[Cl-].C[N+](CCCCCCCCCCCCCCCC)(C)C trimethyl-cetyl-ammonium chloride